CN1C(N(C2=C1C(=CC=C2)N2CCC1(CN(C1)C(=O)OC(C)(C)C)CC2)COCC[Si](C)(C)C)=O tert-butyl 7-[3-methyl-2-oxo-1-(2-trimethylsilylethoxymethyl)benzimidazol-4-yl]-2,7-diazaspiro[3.5]nonane-2-carboxylate